4-(difluoromethyl)-5-(3-(6-((5-methyl-3-(trifluoromethyl)imidazo[1,5-a]pyridin-6-yl)oxy)-2-azaspiro[3.3]heptan-2-yl)propyl)pyridazin-3(2H)-one FC(C=1C(NN=CC1CCCN1CC2(C1)CC(C2)OC=2C=CC=1N(C2C)C(=NC1)C(F)(F)F)=O)F